CC1(OB(OC1(C)C)C=1C(=NC=CC1)C#N)C 3-(4,4,5,5-tetramethyl-1,3,2-dioxaborolan-2-yl)pyridine-2-carbonitrile